C1(=CC=CC=C1)C1=NC(=NC(=N1)NC1=CC=NC=C1)NC1(CCCCC1)O (4-phenyl-6-(pyridin-4-ylamino)-1,3,5-triazin-2-ylamino)cyclohexanol